ClC1=CC2=C(C=N1)C(CC2)(F)F 3-chloro-7,7-difluoro-5,6-dihydro-cyclopenta[c]pyridine